BrC1=CC(=C(C=C1F)N1C(C=CC2=CC(=C(C=C12)F)S(=O)(=O)OC1=C(C(=C(C(=C1F)F)F)F)F)=O)OC (P)-perfluorophenyl 1-(4-bromo-5-fluoro-2-methoxyphenyl)-7-fluoro-2-oxo-1,2-dihydroquinoline-6-sulfonate